N-methylacetamide Methyl-(R)-2-(3-((6-(4-hydroxybenzo[b]thiophene-5-yl)-5-methyl-1,2,4-triazin-3-yl)amino)piperidine-1-yl)acetate COC(CN1C[C@@H](CCC1)NC=1N=NC(=C(N1)C)C1=C(C2=C(SC=C2)C=C1)O)=O.CNC(C)=O